N-[(2-Amino-3-pyridyl)sulfonyl]-6-[3-[2,3,3,3-tetradeuterio-2-(trideuteriomethyl)propoxy]pyrazol-1-yl]-2-[(4S)-2,2,4-trimethylpyrrolidin-1-yl]pyridin-3-carboxamid NC1=NC=CC=C1S(=O)(=O)NC(=O)C=1C(=NC(=CC1)N1N=C(C=C1)OCC(C([2H])([2H])[2H])(C([2H])([2H])[2H])[2H])N1C(C[C@@H](C1)C)(C)C